CN1C2=C(OCC1)C=CC=C2 4-methyl-3,4-dihydro-2H-benzo[b][1,4]oxazine